ClC=1N(C(C2=CC(=CC(=C2C1)C(CF)=O)C)=O)C 3-chloro-5-(2-fluoroacetyl)-2,7-dimethylisoquinolin-1-one